BrC=1C=C2C(=CNC2=CC1O)C=O 5-BROMO-6-HYDROXYINDOLE-3-CARBOXALDEHYDE